6-isopropoxy-1-methyl-4-(1-(4-(trifluoromethoxy)benzoyl)piperidin-4-yl)-1,4-dihydropyrido[2,3-b]pyrazine-2,3-dione C(C)(C)OC=1C=CC2=C(N(C(C(N2C)=O)=O)C2CCN(CC2)C(C2=CC=C(C=C2)OC(F)(F)F)=O)N1